(S)-7-((3S,5R)-3,5-dimethylpiperazin-1-yl)-10-(4-fluorophenyl)-3-(methoxymethyl)-9-(trifluoromethyl)-2H-[1,4]thiazino[2,3,4-ij]quinazolin-5(3H)-one C[C@H]1CN(C[C@H](N1)C)C1=NC(N2C3=C(C(=C(C=C13)C(F)(F)F)C1=CC=C(C=C1)F)SC[C@@H]2COC)=O